FC(C=1OC(=NN1)C1=CC(=C(C=C1)CN1N=NC(=C1)C=1C=C2CCN(CC2=CC1)C1CN(C1)CC)F)F 2-(difluoromethyl)-5-(4-((4-(2-(1-ethylazetidin-3-yl)-1,2,3,4-tetrahydroisoquinolin-6-yl)-1H-1,2,3-triazol-1-yl)methyl)-3-fluorophenyl)-1,3,4-oxadiazole